BrC=1C=C(C=NC1)[C@@](O)(C1=CC=C(C=C1)C(F)(F)F)C1(CN(C1)C)C (R)-(5-bromo-pyridin-3-yl)-(1,3-dimethyl-azetidin-3-yl)-(4-trifluoromethyl-phenyl)-methanol